2-(2,4-bis(trifluoromethyl)phenyl)-N-(4-fluorophenyl)-N-((5-(6-methoxypyridazin-3-yl)-1,3,4-oxadiazol-2-yl)methyl)acetamide FC(C1=C(C=CC(=C1)C(F)(F)F)CC(=O)N(CC=1OC(=NN1)C=1N=NC(=CC1)OC)C1=CC=C(C=C1)F)(F)F